2-(2-chlorophenoxy)-N-(4'-(methoxymethyl)-[1,1'-biphenyl]-4-yl)-2-methylpropanamide ClC1=C(OC(C(=O)NC2=CC=C(C=C2)C2=CC=C(C=C2)COC)(C)C)C=CC=C1